2,6-DIMETHYLOCT-7-EN-2-OL CC(C)(CCCC(C=C)C)O